4-(4-{[2-(4-chlorophenyl)-4,4-dimethylcyclohex-1-en-1-yl]methyl}piperazin-1-yl)-2-(1H-pyrrolo[2,3-b]pyridin-5-yloxy)benzamide ClC1=CC=C(C=C1)C1=C(CCC(C1)(C)C)CN1CCN(CC1)C1=CC(=C(C(=O)N)C=C1)OC=1C=C2C(=NC1)NC=C2